(R)-1'-(1-(Benzo[b]thiophen-6-ylmethyl)-1H-pyrazole-4-carbonyl)-6-chloro-5-fluorospiro[benzo[d][1,3]oxazine-4,3'-piperidin]-2(1H)-one S1C2=C(C=C1)C=CC(=C2)CN2N=CC(=C2)C(=O)N2C[C@@]1(CCC2)C2=C(NC(O1)=O)C=CC(=C2F)Cl